1,2,3,5,6-Pentathiepane S1SSCSSC1